ethyl-2-formyl-3-oxo-3-(2,3,4,5-tetrafluorophenyl)propionic acid C(C)C(C(=O)O)(C(C1=C(C(=C(C(=C1)F)F)F)F)=O)C=O